C(C)(C)N1C(OCC1)=O N-isopropyl-2-oxazolidinone